C1CCC[C@@H]2CCCC[C@H]12 cis-decaline